1-(2,4-dichlorophenyl)-2-chloroethanol ClC1=C(C=CC(=C1)Cl)C(CCl)O